O[C@@]12[C@]3(CCC(C=C3CC[C@H]1[C@@H]1CCC([C@@]1(C)CC2)=O)=O)C 9α-hydroxy-androsta-4-en-3,17-dione